ClC=1C=C(C=CC1)C=CC(=O)NC1=CC(=NN1)C1=CC=NC=C1 3-(3-chlorophenyl)-N-(3-(pyridin-4-yl)-1H-pyrazol-5-yl)propenamide